ClC1=CC=C2C=C(C(N(C2=C1)C=1C=NC=CC1)=O)C#N 7-chloro-2-oxo-1-(pyridin-3-yl)-1,2-dihydroquinolin-3-carbonitrile